5,6,7-trimethoxyflavone COC1=C2C(C=C(OC2=CC(=C1OC)OC)C1=CC=CC=C1)=O